(3-(2-methoxyethyl)phenyl)methanol COCCC=1C=C(C=CC1)CO